2-((1-methyl-4-oxo-2-(trifluoromethyl)-1,4-dihydroquinolin-7-yl)amino)-1-((2-(trimethylsilyl)ethoxy)methyl)-1H-imidazole-4-carboxylic acid CN1C(=CC(C2=CC=C(C=C12)NC=1N(C=C(N1)C(=O)O)COCC[Si](C)(C)C)=O)C(F)(F)F